FC1=C(C(=CC=C1)F)C1=CC(=NC=C1)NC(C1=CC(=CC=C1)F)=O N-(4-(2,6-difluorophenyl)pyridin-2-yl)-3-fluorobenzamide